FC=1C=C(C=CC1OC1=CC=NC2=CC(=CN=C12)OC)NC(=O)C=1C(=NC(=C(C1O)C1=CC(=C(C=C1)OC)F)C)C N-[3-fluoro-4-[(7-methoxy-1,5-naphthyridin-4-yl)oxy]phenyl]-5-(3-fluoro-4-methoxyphenyl)-4-hydroxy-2,6-dimethylpyridine-3-carboxamide